4-difluorovinyl-2-styryl-2-(2,2-difluorovinyl)thiophene FC(=CC=1CC(SC1)(C=C(F)F)C=CC1=CC=CC=C1)F